(S)-1-((4-(3-chloro-4-(2-chloro-3-(6-methoxy-5-((((5-oxopyrrolidin-2-yl)methyl)amino)methyl)pyridin-2-yl)phenyl)pyridin-2-yl)-2-methoxybenzyl)amino)cyclopropane-1-carboxylic acid ClC=1C(=NC=CC1C1=C(C(=CC=C1)C1=NC(=C(C=C1)CNC[C@H]1NC(CC1)=O)OC)Cl)C1=CC(=C(CNC2(CC2)C(=O)O)C=C1)OC